C1(CC1)C=1OC2=C(N1)C=C(C=C2)C#C 2-cyclopropyl-5-ethynylbenzo[d]oxazole